tert-butyl N-[3-[2-(4-chlorophenyl)-5-methyl-triazol-4-yl]-1-bicyclo[1.1.1]pentanyl]carbamate ClC1=CC=C(C=C1)N1N=C(C(=N1)C12CC(C1)(C2)NC(OC(C)(C)C)=O)C